2-fluoro-4-[5-(4-isobutylphenyl)-1,2,4-oxadiazol-3-yl]-benzaldehyde FC1=C(C=O)C=CC(=C1)C1=NOC(=N1)C1=CC=C(C=C1)CC(C)C